2-(4-(((1R,2R,4S)-7-oxabicyclo[2.2.1]heptan-2-yl)amino)pyrido[3,4-d]pyridazin-1-yl)-5-(trifluoromethyl)phenol [C@H]12[C@@H](C[C@H](CC1)O2)NC=2N=NC(=C1C2C=NC=C1)C1=C(C=C(C=C1)C(F)(F)F)O